C(#N)CC=1N(N=C2C=CC=CC12)C1=CC=C(C=C1)C(F)(F)F 3-cyanomethyl-2-(4-trifluoromethylphenyl)indazole